(S)-2-((4-chloro-2-(4-(2-((dimethylamino)methyl)-1-methyl-1H-imidazol-5-yl)phenoxy)benzyl)amino)-4-(dimethylamino)-4-oxobutanoic acid ClC1=CC(=C(CN[C@H](C(=O)O)CC(=O)N(C)C)C=C1)OC1=CC=C(C=C1)C1=CN=C(N1C)CN(C)C